N1C[C@H](OCC1)C1=CC=C(C=C1)NC(=O)C1=NC=C(C=C1)C(F)(F)F |r| (RS)-5-Trifluoromethyl-pyridine-2-carboxylic acid (4-morpholin-2-yl-phenyl)-amide